C(CC)N(CCCCC(CCCCCCO)(CCCCCCO)O)CCC 7-(4-(dipropylamino)butyl)tridecane-1,7,13-triol